5-(4-bromopyrazol-1-yl)-2-methoxy-pyridine BrC=1C=NN(C1)C=1C=CC(=NC1)OC